(8-((4-(((2S,4R)-2-methyl-1-propionyl-1,2,3,4-tetrahydroquinolin-4-yl)amino)phenyl)amino)-8-oxooctyl)carbamate C[C@@H]1N(C2=CC=CC=C2[C@@H](C1)NC1=CC=C(C=C1)NC(CCCCCCCNC([O-])=O)=O)C(CC)=O